P(=O)(OC[C@H]1O[C@@]([C@@H]([C@@H]1O)O)(C#N)C1=CC=C2C(=NC=NN21)N)(OC[C@@H](COCCCCCCCCCCCCCCCCCC)OCC2=CC(=C(C=C2)F)F)O ((2R,3s,4R,5R)-5-(4-aminopyrrolo[2,1-f][1,2,4]triazin-7-yl)-5-cyano-3,4-dihydroxytetrahydrofuran-2-yl)methyl ((R)-2-((3,4-difluorobenzyl)oxy)-3-(octadecyloxy)propyl) hydrogen phosphate